(9H-fluoren-9-yl)methyl (2-(((2-(((4-nitrophenoxy)carbonyl)amino)ethoxy)methyl)amino)-2-oxoethyl)carbamate [N+](=O)([O-])C1=CC=C(OC(=O)NCCOCNC(CNC(OCC2C3=CC=CC=C3C=3C=CC=CC23)=O)=O)C=C1